cholestan-3β,5,6,25-tetrol CC(C)(CCC[C@@H](C)[C@H]1CC[C@H]2[C@@H]3CC(C4(C[C@H](CC[C@]4(C)[C@H]3CC[C@]12C)O)O)O)O